ClC1=CC(=C(C=N1)N)P(C)C 6-chloro-4-(dimethylphosphino)pyridin-3-amine